FC(C1(CN(CC1)C(=O)OC(C)(C)C)C(=O)OC)F 1-tert-butyl 3-methyl 3-(difluoromethyl)pyrrolidine-1,3-dicarboxylate